OCCNC1=CC=C(C=2C(C3=CC=CC=C3C(C12)=O)=O)NCCO 1,4-Bis((2-hydroxyethyl)amino)-9,10-anthracenedione